cis-tert-butyl (4-aminocyclohexyl)carbamate N[C@H]1CC[C@H](CC1)NC(OC(C)(C)C)=O